C1=CC(=CC=C1C(=O)O)N(CC2=CN=C3C(=N2)C(=O)NC(=N3)N)C(=O)C(F)(F)F N10-(trifluoroacetyl)pteroic acid